(E)-N-(1-Benzyl-1H-indazol-7-yl)-3-(1H-indazol-6-yl)acrylamid C(C1=CC=CC=C1)N1N=CC2=CC=CC(=C12)NC(\C=C\C1=CC=C2C=NNC2=C1)=O